C1(C2C(C(N1)=O)CCCC2)=O hexahydrophthalimide